2-(2-Chloro-4-(4-chlorophenoxy)phenyl)-2-oxiranecarboxylic acid methyl ester COC(=O)C1(OC1)C1=C(C=C(C=C1)OC1=CC=C(C=C1)Cl)Cl